C(C)OC(NC1=C(C=C(C=C1)NCC=1C2=C(SC1)C=CC=C2)OC2CCCC2)=O {4-[(Benzo[b]thiophen-3-ylmethyl)-amino]-2-cyclopentyloxyphenyl}-carbamic acid ethyl ester